NC=1N=C2N(C=C(C=C2)C2=C(C(=CC=C2)F)C)C1C(C(C)(C)C)=O 1-(2-amino-6-(3-fluoro-2-methylphenyl)imidazo[1,2-a]pyridin-3-yl)-2,2-dimethylpropane-1-one